ClC=1C=C(C=CC1)S(=O)(=O)N1CCC(CC1)C(=O)NC=1SC2=C(N1)C=C(C=C2C)C 1-((3-Chlorophenyl)sulfonyl)-N-(5,7-dimethylbenzo[d]thiazol-2-yl)piperidine-4-carboxamide